BrC=1SC(=CN1)C(=O)N[C@H](C)C1=C(C=CC(=C1)F)F |r| rac-2-bromo-N-[1-(2,5-difluorophenyl)ethyl]-1,3-thiazole-5-carboxamide